L-4-aminobenzoic acid NC1=CC=C(C(=O)O)C=C1